FC(C=1N=C(NC1C)C1=NC=CC(=C1)C=1C=NC=C(C1)S(=O)(=O)C)F 2'-[4-(Difluoromethyl)-5-methyl-1H-imidazol-2-yl]-5-(methylsulfonyl)-3,4'-bipyridin